(S)-4-(6-chloropyridin-2-yl)-3-methylpiperazine-1-carboxylic acid tert-butyl ester C(C)(C)(C)OC(=O)N1C[C@@H](N(CC1)C1=NC(=CC=C1)Cl)C